FC=1C=CC(=NC1)OC[C@H]1N(C2CC([C@@H]1C)C2)C(=O)C2=NC(=CC=C2C2=NC=CC=N2)C (3S,4S)-3-{[(5-fluoropyridin-2-yl)oxy]methyl}-4-methyl-2-[6-methyl-3-(pyrimidin-2-yl)pyridine-2-carbonyl]-2-azabicyclo[3.1.1]heptane